FC1=CC=C(C=C1)N(C(CC)=O)CCN1CCC(CC1)CC1=CC=C(C=C1)C N-(4-fluorophenyl)-N-(2-(4-(4-methylbenzyl)piperidin-1-yl)ethyl)propanamide